trans-N1-(5-(3-chloroimidazo[1,2-a]pyrimidin-6-yl)pyrrolo[2,1-f][1,2,4]triazin-2-yl)-N4,N4-dimethylcyclohexane-1,4-diamine ClC1=CN=C2N1C=C(C=N2)C=2C=CN1N=C(N=CC12)N[C@@H]1CC[C@H](CC1)N(C)C